N-(4-((6-cyclopropoxy-2-(1,1-difluoroethyl)pyrimidin-4-yl)amino)-5-(6-methoxypyridazin-3-yl)pyridin-2-yl)acetamide C1(CC1)OC1=CC(=NC(=N1)C(C)(F)F)NC1=CC(=NC=C1C=1N=NC(=CC1)OC)NC(C)=O